3-tert-Butoxy-azetidine-1-carboxylic acid ((R)-6-{2-[5-methyl-1-(tetrahydro-pyran-4-yl)-1H-pyrazol-4-yl]-3H-imidazo[4,5-b]pyridin-7-yl}-1,2,3,4-tetrahydro-naphthalen-1-yl)-amide CC1=C(C=NN1C1CCOCC1)C1=NC=2C(=NC=CC2C=2C=C3CCC[C@H](C3=CC2)NC(=O)N2CC(C2)OC(C)(C)C)N1